ONC(=O)C=1C=NN(C1)C\C=C/CO (Z)-N-Hydroxy-1-(4-hydroxybut-2-en-1-yl)-1H-pyrazole-4-carboxamide